OCC(C)(C)N1C(SC(=C1)COC=1C=CC2=C(C=C(O2)C)C1)C N-(1-hydroxy-2-methylpropan-2-yl)-2-methyl-5-((2-methylthiazol-5-yl)methoxy)benzofuran